1-(2-hydroxy-6-methoxyphenyl)ethanone tert-butyl-4-((6-cyano-8-cyclopentyl-7-oxo-7,8-dihydropyrido[2,3-d]pyrimidin-2-yl)amino)-3-fluoropiperidine-1-carboxylate C(C)(C)(C)OC(=O)N1CC(C(CC1)NC=1N=CC2=C(N1)N(C(C(=C2)C#N)=O)C2CCCC2)F.OC2=C(C(=CC=C2)OC)C(C)=O